BrC=1C(=CC(=C(C(=O)O)C1)Cl)Cl 5-bromo-2,4-dichlorobenzoic acid